N[C@@H](CC(=O)O)C1=CC(=C(C=C1)F)F (S)-3-amino-3-(3,4-difluorophenyl)propionic acid